FC1=CC=C(C=C1)/C=C/CSC (trans)-(3-(4-fluorophenyl)allyl)(methyl)sulfur